FC=1C=C(C=CC1OC)C(C(=O)OC)(C)C methyl 2-(3-fluoro-4-methoxyphenyl)-2-methylpropanoate